C(C)N1N=CC2=C(C=CC=C12)C1=C(C(=O)N)C=CC(=C1)F (1-ethyl-1H-indazol-4-yl)-4-fluorobenzamide